1-(2-fluoro-6-bromophenyl)-3-(2-methoxy-5-(trifluoromethyl)phenyl)urea FC1=C(C(=CC=C1)Br)NC(=O)NC1=C(C=CC(=C1)C(F)(F)F)OC